FC1(CN(CC1)CCOC1=CC=2N(C=C1)C(=CN2)C2=NC=NC(=C2)OCC2=CC=C(C=C2)C=2C=NN(C2)C)F 7-[2-(3,3-difluoro-pyrrolidin-1-yl)-ethoxy]-3-{6-[4-(1-methyl-1H-pyrazol-4-yl)-benzyloxy]-pyrimidin-4-yl}-imidazo[1,2-a]pyridine